(S)-2-amino-3-(3-(4-(tert-butoxycarbonyl)phenyl)bicyclo[1.1.1]pentan-1-yl)propanoic acid N[C@H](C(=O)O)CC12CC(C1)(C2)C2=CC=C(C=C2)C(=O)OC(C)(C)C